COC=1C=C(C=CC1OC)C1=CC=NC=2N1N=C(C2)C(=O)NC2=CC=C(C=C2)C(NCCN2CCN(CC2)C)=O 7-(3,4-dimethoxyphenyl)-N-(4-((2-(4-methylpiperazin-1-yl)ethyl)carbamoyl)phenyl)pyrazolo[1,5-a]pyrimidine-2-carboxamide